COC1=NC(=CC2=CC=CC=C12)C1=CC(CC1)=O 3-(1-methoxyisoquinolin-3-yl)cyclopent-2-en-1-one